((4-nitrophenoxy)(phenoxy)phosphoryl)alanine 2,2-dimethyltetrahydro-2H-pyran-4-yl ester CC1(OCCC(C1)OC([C@@H](NP(=O)(OC1=CC=CC=C1)OC1=CC=C(C=C1)[N+](=O)[O-])C)=O)C